5-(4-(4-(2,6-dioxopiperidin-3-yl)-3,5-difluorophenyl)piperazin-1-yl)pyrazine-2-carbaldehyde O=C1NC(CCC1C1=C(C=C(C=C1F)N1CCN(CC1)C=1N=CC(=NC1)C=O)F)=O